N-(3-fluoro-4-(trimethylsilyl)phenyl)-2-(((3-hydroxy-1,2-oxazol-5-yl)acetyl)amino)-2-(1-methyl-1H-indazol-5-yl)acetamide FC=1C=C(C=CC1[Si](C)(C)C)NC(C(C=1C=C2C=NN(C2=CC1)C)NC(CC1=CC(=NO1)O)=O)=O